6-((3S)-2-(2,6-dioxopiperidin-3-yl)-3-methyl-1-oxoisoindolin-5-yl)-4-methyl-2-(methylamino)pyridine-3-carbonitrile O=C1NC(CCC1N1C(C2=CC=C(C=C2[C@@H]1C)C1=CC(=C(C(=N1)NC)C#N)C)=O)=O